ClC1=C(C=CC=C1Cl)N1CCN(C2(CC2)C1)CC[C@@H]1CC[C@H](CC1)C1=C(OC=C1)C(=O)N (trans-4-(2-(7-(2,3-dichlorophenyl)-4,7-diazaspiro[2.5]octane-4-yl)ethyl)cyclohexyl)furan-2-carboxamide